O1COC2=C1C=CC(=C2)N(S(=O)(=O)C2=CC(=CC=C2)N2N=C(C=C2C)C(F)(F)F)C N-(1,3-benzodioxol-5-yl)-N-methyl-3-[5-methyl-3-(trifluoromethyl)pyrazol-1-yl]benzenesulfonamide